ClC=1C=C(CN2N=NC(=C2)C2=C(N=C3N2C=CC=C3)C3=C(C=C(C=C3)Cl)Cl)C=CC1Cl 3-(1-(3,4-Dichlorobenzyl)-1H-1,2,3-triazol-4-yl)-2-(2,4-dichlorophenyl)imidazo[1,2-a]pyridin